C(CCCCCCC)[N+](CCCCCCC)(CCCCCCC)CCCCCCCC dioctyldiheptylammonium